trans-4-(aminomethyl)-N-[5-(2,6-dichlorophenyl)-1H-indazol-3-yl]cyclohexanecarboxamide hydrochloride Cl.NC[C@@H]1CC[C@H](CC1)C(=O)NC1=NNC2=CC=C(C=C12)C1=C(C=CC=C1Cl)Cl